[({1-[2-chloro-5-(3,5-dimethyl-2,6-dioxo-4-sulfanylidene-1,3,5-triazinan-1-yl)-4-fluorophenoxy]cyclopropyl}carbonyl)oxy]acetic acid ClC1=C(OC2(CC2)C(=O)OCC(=O)O)C=C(C(=C1)F)N1C(N(C(N(C1=O)C)=S)C)=O